CC1=C(C(=NC=C1)S)C(=O)OCC ethyl 4-methyl-2-sulfanylpyridine-3-carboxylate